(6-(5-methyl-2,4-dioxo-3,4-dihydropyrimidin-1(2H)-yl)-4-tritylmorpholin-2-yl)methyl (4-(2-(dimethylamino)ethyl)piperazin-1-yl)phosphonochloridate CN(CCN1CCN(CC1)P(OCC1CN(CC(O1)N1C(NC(C(=C1)C)=O)=O)C(C1=CC=CC=C1)(C1=CC=CC=C1)C1=CC=CC=C1)(=O)Cl)C